C(C)(=O)C1=CC=C(C=C1)NC(C)=N N-(4-acetylphenyl)acetamidine